NC=1C=CC=2N(C1)C=CN2 6-aminoimidazo[1,2-A]pyridine